Cl.Cl.NC(S)=N.NC(S)=N bis[2-thiopseudourea] dihydrochloride